(S)-t-butyl (1-hydroxy-3-(3-nitrophenyl)propan-2-yl)carbamate OC[C@H](CC1=CC(=CC=C1)[N+](=O)[O-])NC(OC(C)(C)C)=O